FC1=C(C=CC(=C1)F)C1=CC(=C(C=C1)OC)NC1=NC=NC2=CC(=C(C=C12)NC1CCN(CC1)C(C=C)=O)O[C@H]1COCC1 (R)-1-(4-((4-((2',4'-difluoro-4-methoxy-[1,1'-biphenyl]-3-yl)amino)-7-((tetrahydrofuran-3-yl)oxy)quinazolin-6-yl)amino)piperidin-1-yl)prop-2-en-1-one